CN1C=NC2=CC=C(C=C2C1=O)C1=NN(C(=C1)C1=C(C=CC=C1)OC)CC1=CC=C(C(=O)N)C=C1 4-{[3-(3-methyl-4-oxo-3,4-dihydroquinazolin-6-yl)-5-(2-methoxyphenyl)-1H-pyrazol-1-yl]methyl}benzamide